COC(=O)C=1C(=C2C(=CN1)N(C=C2)S(=O)(=O)C2=CC=CC=C2)OCC2=CC=CC=C2 4-(benzyloxy)-1-(phenylsulfonyl)-1H-pyrrolo[2,3-c]pyridine-5-carboxylic acid methyl ester